N',N'-dimethylbutane-1,2-diamine CN(C(CN)CC)C